C(C)(C)(C)OC(=O)NC1CCC(CC1)C(=O)NCCOC1=CC=C(C=C1)C=1C=C2C(=CC=NC2=CC1)C(=O)OC methyl 6-(4-(2-((1r,4r)-4-(tert-butoxycarbonylamino) cyclohexanecarboxamido)ethoxy)phenyl)quinoline-4-carboxylate